1,1-dibromo-1-(3-nitrophenyl)ethyl alcohol BrC(CO)(C1=CC(=CC=C1)[N+](=O)[O-])Br